OC1=C2C(C=C(OC2=C(C(=C1OC)O)OC)C1=CC(=C(C=C1)O)OC)=O 5,7,4'-Trihydroxy-6,8,3'-Trimethoxyflavone